F[C@@H]1CN(CC[C@@]1(O)C)C1=NC=CC(=N1)NC=1N=CC2=C(C=CC(=C2C1)C(C)C)N1CC(C1)CS(=O)(=O)C (3R,4S)-3-fluoro-1-[4-({8-[3-(methanesulfonylmeth-yl)azetidin-1-yl]-5-(propan-2-yl)isoquinolin-3-yl}amino)pyrimidin-2-yl]-4-methylpiperidin-4-ol